FC=1C=C(OC2=CC=C3CCN(CC3=C2)C(C=C)=O)C=CC1 1-(7-(3-fluorophenoxy)-3,4-dihydroisoquinolin-2(1H)-yl)prop-2-en-1-one